OC\C=C/1\C(N(CC1)C(=O)OC(C)(C)C)=O tert-butyl (3E)-3-(2-hydroxyethylidene)-2-oxopyrrolidine-1-carboxylate